N-benzoyloxy-1-(4-phenylsulfanylphenyl)-3-cyclopentylpropan-1-one-2-imine C(C1=CC=CC=C1)(=O)ON=C(C(=O)C1=CC=C(C=C1)SC1=CC=CC=C1)CC1CCCC1